2-(1-cyclopropyl-1H-pyrazol-4-yl)-N-[(2S)-1-hydroxypropan-2-yl]pyrimidine-4-carboxamide C1(CC1)N1N=CC(=C1)C1=NC=CC(=N1)C(=O)N[C@H](CO)C